C(CCC)C1=C(C(=C(C(=N1)O)C(=O)N1CCN(CC1)CC1=CC(=CC=C1)F)O)C1=C(C=CC=C1OC)OC 6-butyl-5-(2,6-dimethoxyphenyl)-3-{4-[(3-fluorophenyl)methyl]piperazine-1-carbonyl}pyridine-2,4-diol